C(C)(C)(C)N(C(=O)OC(C1=C(C=CC=C1)C)C1CCOCC1)C[C@H]1CC2=C(C(=C(C=C2CC1)O)N1S(NC(C1)=O)(=O)=O)F (tetrahydro-2H-pyran-4-yl)(o-tolyl)methanol tert-butyl-{[(2R)-8-fluoro-6-hydroxy-7-(1,1,4-trioxo-1λ6,2,5-thiadiazolidin-2-yl)-1,2,3,4-tetrahydronaphthalen-2-yl]methyl}carbamate